CC1(N(C(CCC1)(C)C)CCCCN)C 2,2,6,6-tetramethyl-piperidinebutylamine